3-(4-chlorophenyl)-1-(4-trifluoromethoxyphenyl)-1H-pyrazole-5-carboxylic acid methyl ester COC(=O)C1=CC(=NN1C1=CC=C(C=C1)OC(F)(F)F)C1=CC=C(C=C1)Cl